Methyl 1H-benzo[d]imidazole-6-carboxylate N1C=NC2=C1C=C(C=C2)C(=O)OC